(S)-2-((1-(2-cyano-7-methyl-3-(pyridin-3-yl)quinolin-5-yl)ethyl)amino)benzoic acid C(#N)C1=NC2=CC(=CC(=C2C=C1C=1C=NC=CC1)[C@H](C)NC1=C(C(=O)O)C=CC=C1)C